5-chloro-4-nitro-1-(tetrahydro-2H-pyran-2-yl)-1H-pyrazole ClC1=C(C=NN1C1OCCCC1)[N+](=O)[O-]